CC=1OC(=CC1C(=O)NC1=NC(=NS1)CCl)C1=CC(=CC=C1)OC 2-methyl-5-(3-methoxyphenyl)-N-(3-(chloromethyl)-1,2,4-thiadiazol-5-yl)furan-3-carboxamide